C(=O)O.ClC=1C=C(C=CC1C(=O)N1CCC(CC1)NS(=O)(=O)C1CCNCC1)NC(=O)C=1N(C(=CN1)C1=C(C(=C(C=C1)OC)F)F)C N-[3-Chloro-4-[4-(4-piperidylsulfonylamino)piperidine-1-carbonyl]phenyl]-5-(2,3-difluoro-4-methoxy-phenyl)-1-methyl-imidazole-2-carboxamide formate